cobalt ammonium phosphate hydrate O.P(=O)([O-])([O-])[O-].[NH4+].[Co+2]